tri(nonylphenyl)amine C(CCCCCCCC)C1=C(C=CC=C1)N(C1=C(C=CC=C1)CCCCCCCCC)C1=C(C=CC=C1)CCCCCCCCC